ClC1=CC(=C(S1)C(=O)NCCC1=C(C=C(C=C1)F)Cl)NC(C1=CC(=C(C=C1)O)F)=O 5-chloro-N-(2-chloro-4-fluorophenethyl)-3-(3-fluoro-4-hydroxybenzamido)thiophene-2-carboxamide